6-(1-(7-(chloro-methyl)-5-(1,3-dimethyl-1H-pyrazol-4-yl)-1-oxo-3,4-dihydro-isoquinolin-2(1H)-yl)ethyl)-4-ethoxynicotinonitrile ClCC1=CC(=C2CCN(C(C2=C1)=O)C(C)C1=NC=C(C#N)C(=C1)OCC)C=1C(=NN(C1)C)C